CC1=NN=C2N1C1=C(C(=NC2NC(OCC2=CC=CC=C2)=O)C2=CC=CC=C2)C=CC=C1 benzyl N-(1-methyl-6-phenyl-4H-[1,2,4]triazolo[4,3-a][1,4]benzodiazepin-4-yl)carbamate